3-((1-Cyclopropyl-5-(2-methylpyridin-4-yl)-1H-benzo[d]imidazol-6-yl)amino)phthalic acid dimethyl ester COC(C=1C(C(=O)OC)=C(C=CC1)NC=1C(=CC2=C(N(C=N2)C2CC2)C1)C1=CC(=NC=C1)C)=O